(S)-5-(7-methoxy-5-methylbenzothiophen-2-yl)-7-(pyrrolidin-3-yl)-7H-pyrrolo[2,3-d]pyrimidin-4-ylamine hydrochloride Cl.COC1=CC(=CC=2C=C(SC21)C2=CN(C=1N=CN=C(C12)N)[C@@H]1CNCC1)C